ClC1=C(C(=C(C(=C1)OC)C1=C(C=C(C=C1C(C)C)C(C)C)C(C)C)P(C1CCCCC1)C1CCCCC1)OC Chloro[2-(dicyclohexylphosphino)-3,6-dimethoxy-2',4',6'-triisopropyl-1,1'-biphenyl]